ClC=1C=2C(N=C3N(C2C=CC1)C1=CC(=CC=C1C31CCCCC1)C1CCC(CC1)(C=O)C)=O 4-(4'-chloro-5'-oxo-5'H-spiro[cyclohexane-1,7'-indolo[1,2-a]quinazolin]-10'-yl)-1-methylcyclohexane-1-carbaldehyde